5-(methoxymethyl)-N-(1-oxothian-4-yl)-2-phenyl-1H-indol-7-amine COCC=1C=C2C=C(NC2=C(C1)NC1CCS(CC1)=O)C1=CC=CC=C1